(3S,4S)-3-Hydroxy-4-((S)-5H-imidazo[5,1-a]isoindol-5-yl)tetrahydrothiophen-1,1-dioxid O[C@@H]1CS(C[C@H]1[C@@H]1N2C(C3=CC=CC=C13)=CN=C2)(=O)=O